C(C1=CC=CC=C1)N1C(=CC=2C=NC(=CC21)NC2=CC=C(C=C2)N2CCN(CC2)C)C2=CC=CC=C2 1-benzyl-N-[4-(4-methylpiperazin-1-yl)phenyl]-2-phenyl-pyrrolo[3,2-c]pyridin-6-amine